FC(C(=O)O)(F)F.FC(C(=O)O)(F)F.N=1N(C=C2C1CNC2)C(=O)OCC2=CC=CC=C2 benzyl 5,6-dihydropyrrolo[3,4-c]pyrazole-2(4H)-carboxylate bis(2,2,2-trifluoroacetate)